FC=1C=C(C=CC1C(NC1=CC=CC=C1)=O)B(O)O 3-FLUORO-4-(PHENYLCARBAMOYL)BENZENEBORONIC ACID